FC=1C=C(C=C(C1)OC1CCNCC1)N1C[C@@H]2[C@H](C1)CN(C2)C(=O)OC(C)(C)C tert-butyl (3aR,6aS)-5-(3-fluoro-5-(piperidin-4-yloxy)phenyl)hexahydropyrrolo[3,4-c]pyrrole-2(1H)-carboxylate